Cl.NC=1SC2=C(N1)C=C(C=C2)C=2C=C(C=CC2)N2C(N(N=C2)C\C(=C\F)\CN)=O 4-[3-(2-amino-1,3-benzothiazol-5-yl)phenyl]-2-[(2E)-2-(aminomethyl)-3-fluoroprop-2-en-1-yl]-2,4-dihydro-3H-1,2,4-triazol-3-one hydrochloride